C(#N)[C@H]1N([C@H]2C[C@H]2C1)C(CNC(=O)C1=CC=NC2=CC(=CC=C12)C1(CC1)C(F)(F)F)=O N-(2-((1S,3S,5S)-3-cyano-2-azabicyclo[3.1.0]hex-2-yl)-2-oxoethyl)-7-(1-(trifluoromethyl)cyclopropyl)quinoline-4-carboxamide